1-octyl-3-methylimidazolium butyl-tris(4-methylnaphthalen-1-yl)borate C(CCC)[B-](C1=CC=C(C2=CC=CC=C12)C)(C1=CC=C(C2=CC=CC=C12)C)C1=CC=C(C2=CC=CC=C12)C.C(CCCCCCC)N1C=[N+](C=C1)C